N-(3-fluoro-4-((7-(3-(4-hydroxy-4-methylpiperidin-1-yl)propoxy)-6-methoxyquinolin-4-yl)oxy)phenyl)-5-(4-fluorophenyl)-6-oxo-2,3,5,6-tetrahydrofuro[3,2-c]pyridine-7-carboxamide FC=1C=C(C=CC1OC1=CC=NC2=CC(=C(C=C12)OC)OCCCN1CCC(CC1)(C)O)NC(=O)C1=C2C(=CN(C1=O)C1=CC=C(C=C1)F)CCO2